7-chloro-4-phenylpyrrolo[1,2-a]quinoxaline ClC=1C=C2N=C(C=3N(C2=CC1)C=CC3)C3=CC=CC=C3